(7R,14R)-1-(difluoromethoxy)-6-(methyl-d3)-11-((S or R)-4,4,4-trifluoro-3-hydroxybut-1-yn-1-yl)-6,7-dihydro-7,14-methanobenzo[f]benzo[4,5]imidazo[1,2-a][1,4]diazocin-5(14H)-one FC(OC1=CC=CC=2C(N([C@H]3C=4N([C@@H](C21)C3)C3=C(N4)C=CC(=C3)C#C[C@@H](C(F)(F)F)O)C([2H])([2H])[2H])=O)F |o1:25|